4-((2-((cyclopentyloxy)methyl)-3'-ethoxy-2'-fluoro-[1,1'-biphenyl]-4-yl)amino)tetrahydro-2H-pyran-4-carboxylic acid C1(CCCC1)OCC1=C(C=CC(=C1)NC1(CCOCC1)C(=O)O)C1=C(C(=CC=C1)OCC)F